The molecule is a monocarboxylic acid anion that is the major microspecies of primary fluorescent chlorophyll catabolite at pH 7.3 (according to Marvin v 6.2.0.). It is a conjugate acid of a primary fluorescent chlorophyll catabolite. CCC1=C(NC(=C1C)C=O)CC2=C(C3=C(N2)C(=C(C3=O)C(=O)OC)C4=NC([C@H]([C@@H]4CCC(=O)[O-])C)CC5C(=C(C(=O)N5)C=C)C)C